C1=CC=C(C=C1)/C(=C(/C2=CC=CC=C2)\\C3=CC=C(C=C3)OCCO)/CCCl The molecule is an organochlorine compound that is a selective estrogen receptor modulator; used for treatment of dyspareunia. It has a role as an estrogen receptor modulator, an antineoplastic agent and an anti-inflammatory agent. It is an organochlorine compound, an aromatic ether and a primary alcohol. It derives from a hydride of a stilbene.